FC(C1=C(C=C2CCCN(C2=C1)C1=CC=NC2=CC=C(C=C12)C(=O)NC)C=1C=NN(C1)C)F 4-[7-(difluoromethyl)-6-(1-methylpyrazol-4-yl)-3,4-dihydro-2H-quinolin-1-yl]-N-methyl-quinoline-6-carboxamide